P(=O)(OC[N+]1=C(C(=CC=C1)C1=CC(=NO1)CC1=CC=C(C=C1)OCC1=CC(=CC=C1)F)N)(O)[O-] (2-amino-3-(3-(4-((3-fluorobenzyl)oxy)benzyl)isoxazol-5-yl)pyridin-1-ium-1-yl)methyl hydrogen phosphate